NC1=NC=CC=C1C1=NC=2C(=NC=CC2)N1C1=CC=C(CNC=2C=NC=C(C#N)C2)C=C1 5-((4-(2-(2-Aminopyridin-3-yl)-3H-imidazo[4,5-b]pyridin-3-yl)benzyl)amino)nicotinonitrile